C(C)(=O)SCC S-ethyl thioacetate